P(=O)(O)(O)C(C(CC(=O)O)C(=O)O)CC(=O)O 3-phosphonobutane-1,2,4-tricarboxylic acid